ethyl 4-[4-(4-aminobutanamido)-1-methylpyrrole-2-amido]-1-methylimidazole-2-carboxylate NCCCC(=O)NC=1C=C(N(C1)C)C(=O)NC=1N=C(N(C1)C)C(=O)OCC